1-[4-(3-{5-[(R)-(1,3-Dimethyl-azetidin-3-yl)-hydroxy-(4-isopropyl-phenyl)-methyl]-pyridin-3-yl}-[1,2,4]oxadiazol-5-yl)-piperidin-1-yl]-2-hydroxy-ethanone CN1CC(C1)(C)[C@@](C=1C=C(C=NC1)C1=NOC(=N1)C1CCN(CC1)C(CO)=O)(C1=CC=C(C=C1)C(C)C)O